N-((2R,3S)-3-amino-2-hydroxy-4-phenylbutyl)-N-isobutyl-4-aminobenzenesulfonamide N[C@H]([C@@H](CN(S(=O)(=O)C1=CC=C(C=C1)N)CC(C)C)O)CC1=CC=CC=C1